N1(N=CC=C1)C1=C(C=CC=N1)C(F)(F)F 6-(1H-pyrazol-1-yl)-5-(trifluoromethyl)pyridine